dicyclopentadienyl-iron dichloride C1(C=CC=C1)[Fe](C1C=CC=C1)(Cl)Cl